N-(4-(piperazin-1-yl)phenyl)-5-trifluoromethyl-pyrimidin-2-amine N1(CCNCC1)C1=CC=C(C=C1)NC1=NC=C(C=N1)C(F)(F)F